(R,6S)-N'-(((S)-2-fluoro-1,2,3,5,6,7-hexahydro-s-indacen-4-yl)carbamoyl)-6-methoxy-6,7-dihydro-5H-pyrazolo[5,1-b][1,3]oxazine-3-sulfonimidamide F[C@H]1CC2=CC=3CCCC3C(=C2C1)NC(=O)N=[S@](=O)(N)C=1C=NN2C1OC[C@H](C2)OC